4-(aminomethyl)-6-(5-(p-tolyloxy)pyridin-3-yl)phthalazin-1(2H)-one NCC1=NNC(C2=CC=C(C=C12)C=1C=NC=C(C1)OC1=CC=C(C=C1)C)=O